3-(1-methyl-6-(4-(piperidin-4-yloxy)piperidin-1-yl)-1H-indazol-3-yl)piperidine-2,6-dione hydrochloride Cl.CN1N=C(C2=CC=C(C=C12)N1CCC(CC1)OC1CCNCC1)C1C(NC(CC1)=O)=O